[Ag].[Sn].[Ni].[Cu] copper-nickel-tin-silver